C(C)P(O)(O)=O.C(C)(C)(CC)C=1C(=C(C=C(C1)C(C)(C)CC)N1N=C2C(=N1)C=CC=C2)O 2-(3',5'-di-tert-amyl-2'-hydroxyphenyl)benzotriazole Ethylphosphonate